C(C)(C)(C)OC(=O)N1C[C@@](CCC1)(C(=O)O)C (R)-1-(tert-butoxycarbonyl)-3-methylpiperidine-3-carboxylic acid